Gold(III) chlorid-Trihydrat O.O.O.[Au](Cl)(Cl)Cl